4-aminophenyl thioether NC1=CC=C(C=C1)SC1=CC=C(C=C1)N